ClC1=C(C=C(C=C1)NCC(=O)NC1C2CCC(C1)N2C#N)C(F)(F)F endo-2-((4-chloro-3-(trifluoromethyl)phenyl)amino)-N-(7-cyano-7-azabicyclo[2.2.1]heptan-2-yl)acetamide